4-[[(1R)-1-[3-(difluoromethyl)-2-fluoro-phenyl]ethyl]amino]-6-[1-[(4-methoxyphenyl)methoxy]cyclopropyl]-8-methyl-pyrido[2,3-d]pyrimidin-7-one FC(C=1C(=C(C=CC1)[C@@H](C)NC=1C2=C(N=CN1)N(C(C(=C2)C2(CC2)OCC2=CC=C(C=C2)OC)=O)C)F)F